FCCOC=1C=C(C=CC1)[C@@H](C1CCN(CC1)C(=O)C=1C=CC2=C(NC(CO2)=O)C1)C1=CC=CC=C1 6-[4-[(S)-[3-(2-fluoroethoxy)phenyl]-phenyl-methyl]piperidine-1-carbonyl]-4H-1,4-benzoxazin-3-one